C(#N)C=1C=C(C=CC1F)NC(=O)N1CC=2C(=NN3C2C2=C(CCC3)C=CC=N2)C[C@H]1C (11R)-N-(3-Cyano-4-fluorophenyl)-11-methyl-6,7,10,11-tetrahydro-5H-pyrido-[2,3-c]pyrido[4',3':3,4]pyrazolo[1,5-a]azepine-12(13H)-carboxamide